ClC=1C(=C(C=CC1)O)C=1N=NC(=CC1)N1C[C@H](OCC1)CO 3-chloro-2-[6-[(2S)-2-(hydroxymethyl)morpholin-4-yl]pyridazin-3-yl]phenol